[5-(difluoromethoxy)-4,6-dimethoxy-pyrimidin-2-yl]amine FC(OC=1C(=NC(=NC1OC)N)OC)F